FC1(CC1)C(=O)N[C@H](C(=O)N1CCC(C1)O)C(C)(C)C ((2S,4r)-2-(1-fluorocyclopropane-1-carboxamido)-3,3-dimethylbutyryl)-4-hydroxy-pyrrolidine